1-chloro-2-(2,2-difluoroethenyl)-3-(methoxymethoxy)-4-methylbenzene ClC1=C(C(=C(C=C1)C)OCOC)C=C(F)F